N-{4-[7-(5-chloro-2-fluorophenyl)-1H,2H,3H-pyrido[3,4-b][1,4]oxazin-1-yl]pyridin-2-yl}-3-[4-(2-hydroxyethyl)piperazin-1-yl]propanamide ClC=1C=CC(=C(C1)C1=CC2=C(OCCN2C2=CC(=NC=C2)NC(CCN2CCN(CC2)CCO)=O)C=N1)F